1,3,3-trimethylpiperazine CN1CC(NCC1)(C)C